5-(pyrimidine-5-yl)-3,6-dihydropyridine-1(2H)-carboxylic acid tert-butyl ester C(C)(C)(C)OC(=O)N1CCC=C(C1)C=1C=NC=NC1